3-bromo-4-formylbenzonitrile BrC=1C=C(C#N)C=CC1C=O